4-(5-Aminobenzofuran-2-yl)-2-pyridinecarboxylic acid methyl ester COC(=O)C1=NC=CC(=C1)C=1OC2=C(C1)C=C(C=C2)N